S1C(=CC=C1)C[N+]1=CN([C@H]2[C@H](O)[C@H](O)[C@@H](CO)O2)C=2N=C(NC(C12)=O)N 7-(thiophen-2-ylmethyl)guanosine